2-(2,6-dioxopiperidin-3-yl)-5-(4-hydroxy-1-(2-oxaspiro[3.3]heptan-6-yl)piperidin-4-yl)isoindoline-1,3-dione O=C1NC(CCC1N1C(C2=CC=C(C=C2C1=O)C1(CCN(CC1)C1CC2(COC2)C1)O)=O)=O